COC1=C(CNC=2C3=C(N=CN2)N(C=C3C3=CC=C(C=2N3C=CN2)NC(=O)NC2=NOC(=C2)C2(CC2)C(F)(F)F)CCC(=O)OC(C)(C)C)C=CC(=C1)OC tert-butyl 3-(4-((2,4-dimethoxybenzyl)amino)-5-(8-(3-(5-(1-(trifluoromethyl)cyclopropyl)isoxazol-3-yl)ureido)imidazo[1,2-a]pyridin-5-yl)-7H-pyrrolo[2,3-d]pyrimidin-7-yl)propanoate